5-((1-(4-((3-chloro-4-(trifluoromethoxy)benzyl)amino)butoxy)-2-methylpropan-2-yl)amino)benzo[c][2,6]naphthyridine-8-carboxamide ClC=1C=C(CNCCCCOCC(C)(C)NC2=NC3=C(C4=CN=CC=C24)C=CC(=C3)C(=O)N)C=CC1OC(F)(F)F